FC(COC(N(C1=NC=C(N=C1)C=1C=NC(=NC1)OC)[C@@H]1CC[C@H](CC1)NC1=NC=C(C(=N1)C1=NNC=C1Cl)C#N)=O)F 2,2-difluoroethyl(trans-4-((4-(4-chloro-1H-pyrazol-3-yl)-5-cyanopyrimidin-2-yl)amino)cyclohexyl)(5-(2-methoxypyrimidin-5-yl)pyrazin-2-yl)carbamate